(2E)-N-methoxy-N-methyl-3-[(2R)-oxolan-2-yl]prop-2-enamide CON(C(\C=C\[C@@H]1OCCC1)=O)C